(4-bromophenyl)-2,7-diazaspiro[3.5]nonane-2-carboxylic acid tert-butyl ester C(C)(C)(C)OC(=O)N1C(C2(C1)CCNCC2)C2=CC=C(C=C2)Br